C(C)(C)(C)OC(=O)N1CCC(CC1)OC1CC(C1)OS(=O)(=O)C(F)(F)F 4-((1s,3s)-3-(((trifluoromethyl)sulfonyl)oxy)cyclobutoxy)piperidine-1-carboxylic acid tert-butyl ester